N-(2-(2-(((1H-pyrrolo[3,2-c]pyridin-2-yl)methyl)amino)-2-oxoethyl)-3-fluoro-[1,1'-biphenyl]-4-yl)-5-phenylthiophene-2-carboxamide N1C(=CC=2C=NC=CC21)CNC(CC2=C(C=CC(=C2F)NC(=O)C=2SC(=CC2)C2=CC=CC=C2)C2=CC=CC=C2)=O